3-iodo-5-(trifluoromethyl)-1H-pyrazole IC1=NNC(=C1)C(F)(F)F